1,2,4-OXADIAZOLEN O1N=CNC1